[Na].CC1C(CSCC1)S(=O)(=O)N 4-methyltetrahydro-2H-thiopyran-3-ylsulfonamide sodium salt